C1=NC2=NC=NC(=C2N1)C(=O)NCCCCCC(=O)O The molecule is a purine derivative that consists of 6-aminohexanoic acid having a purin-6-oyl group attached to the amino function via an amide bond. It is a member of purines and a monocarboxylic acid amide. It derives from a 6-aminohexanoic acid.